C1(CC1)[C@H](C1=CC=2N(N=C1)C=C(N2)[C@@H](NC(=O)C2=NON=C2C)C2CCC(CC2)(F)F)NC(OCC2C1=CC=CC=C1C=1C=CC=CC21)=O (9H-fluoren-9-yl)methyl ((R)-cyclopropyl(2-((S)-(4,4-difluorocyclohexyl)(4-methyl-1,2,5-oxadiazole-3-carboxamido)methyl)imidazo[1,2-b]pyridazin-7-yl)methyl)carbamate